C1(=NC=CC2=CC=CC=C12)C=1OC(=C(N1)C1=CC=CC=C1)C1=CC=CC=C1 (isoquinolin-1-yl)-4,5-diphenyloxazole